C(C)C=1C(=CC(=C(C1)O)F)B1OC(C(O1)(C)C)(C)C 5-Ethyl-2-fluoro-4-(4,4,5,5-tetramethyl-1,3,2-dioxaborolan-2-yl)phenol